N-(3-(1H-Imidazol-1-yl)-5-Methoxyphenyl)-6-fluoroquinolin-4-amine N1(C=NC=C1)C=1C=C(C=C(C1)OC)NC1=CC=NC2=CC=C(C=C12)F